2-(1-(4-Bromo-3-fluorophenyl)cyclopropyl)-2-propionamidoacetic acid BrC1=C(C=C(C=C1)C1(CC1)C(C(=O)O)NC(CC)=O)F